6-bromoisoquinoline-3-carboxylic acid BrC=1C=C2C=C(N=CC2=CC1)C(=O)O